FC=1C(=NC(=NC1C1=CC=C(C=C1)OC)C1=CN(C2=NC=C(C=C21)F)S(=O)(=O)C2=CC=C(C)C=C2)NC2C(C1CCC2CC1)C(=O)OC (+/-)-trans-methyl 3-((5-fluoro-2-(5-fluoro-1-tosyl-1H-pyrrolo[2,3-b]pyridin-3-yl)-6-(4-methoxyphenyl)pyrimidin-4-yl)amino)bicyclo[2.2.2]octane-2-carboxylate